3-((13S,15R)-3-fluoro-13-methyl-17-oxo-7,8,9,11,12,13,14,15,16,17-decahydro-6H-cyclopenta[a]phenanthren-15-yl)-N-(5-morpholinopyridin-2-yl)propanamide FC=1C=CC=2C3CC[C@@]4(C(C[C@H](C4C3CCC2C1)CCC(=O)NC1=NC=C(C=C1)N1CCOCC1)=O)C